(2S)-2-({5-[(1S)-1-[(5-chloro-2-methylpyridin-3-yl)amino]ethyl]thiophen-2-yl}formamido)-3-cyclopentyl-N-(2,6-dimethylpyridin-4-yl)propanamide ClC=1C=C(C(=NC1)C)N[C@@H](C)C1=CC=C(S1)C(=O)N[C@H](C(=O)NC1=CC(=NC(=C1)C)C)CC1CCCC1